N-(3-(4-cyclopropyl-1H-imidazol-1-yl)-5-(trifluoromethyl)phenyl)-3-(imidazo[1,2-b]pyridazin-3-ylethynyl)-4-methylbenzamide C1(CC1)C=1N=CN(C1)C=1C=C(C=C(C1)C(F)(F)F)NC(C1=CC(=C(C=C1)C)C#CC1=CN=C2N1N=CC=C2)=O